FC(C(=O)O)(F)F.FC=1C=C(C(=O)NCC2CCC(CC2)N2N=C3C=C(C=CC3=C2)C2=NC(=CC=C2)C)C=C(C1O)F 3,5-difluoro-4-hydroxy-N-({(1r,4r)-4-[6-(6-methylpyridin-2-yl)-2H-indazol-2-yl]cyclohexyl}methyl)benzamide, trifluoroacetate salt